ClC1=CC=C2C(=C(NC2=C1C=1C(=NN(C1C)C)C)C(=O)NCC1CCC(CC1)C(=O)OCC)CCCOC1=CC(=C(C(=C1)C)Cl)C ethyl (1r,4r)-4-((6-chloro-3-(3-(4-chloro-3,5-dimethylphenoxy)propyl)-7-(1,3,5-trimethyl-1H-pyrazol-4-yl)-1H-indole-2-carboxamido) methyl)cyclohexane-1-carboxylate